CS(=O)(=O)N1CCC(CC1)C1=CC(=C(C=2N1N=C(N2)N)OCC2COCC2)C=2C=NNC2 (1-(methylsulfonyl)piperidin-4-yl)-7-(1H-pyrazol-4-yl)-8-((tetrahydrofuran-3-yl)methoxy)-[1,2,4]triazolo[1,5-a]pyridin-2-amine